COC(=O)C1CN(C1)S(=O)(=O)C=1N=C(N(C1)C)C 1-((1,2-dimethyl-1H-imidazol-4-yl)sulfonyl)azetidine-3-carboxylic acid methyl ester